tert-butyl 4-((5-methoxynaphthalen-1-yl)sulfonyl)piperazine-1-carboxylate COC1=C2C=CC=C(C2=CC=C1)S(=O)(=O)N1CCN(CC1)C(=O)OC(C)(C)C